4-bromo-5-fluoro-2-hydrazinylbenzoic acid HCl salt Cl.BrC1=CC(=C(C(=O)O)C=C1F)NN